FC(OC1=CC=C(C=C1)S(=O)(=O)C=1C=CC(=NC1)C(=O)N)(F)F 5-{[4-(trifluoromethoxy)phenyl]sulfonyl}pyridine-2-carboxamide